(2R)-1-[3-(3-amino-4-methyl-phenyl)-1,2,4-oxadiazol-5-yl]butan-2-ol NC=1C=C(C=CC1C)C1=NOC(=N1)C[C@@H](CC)O